[C@H]12CC(C[C@H](CC1)N2)NC2=CC=C1C(=N2)OCC=2C=C(C(=CC21)F)C2=CN=NC(=C2)OC N-((1R,3s,5S)-8-azabicyclo[3.2.1]octan-3-yl)-9-fluoro-8-(6-methoxypyridazin-4-yl)-6H-isochromeno[3,4-b]pyridin-3-amine